ClC1=C(C(=C(C=C1)F)C=C)F 1-chloro-2,4-difluoro-3-vinylbenzene